2,2-difluoro-3-phenylpropanoic acid FC(C(=O)O)(CC1=CC=CC=C1)F